(2S,3R)-2-amino-3-hydroxy-3-(2-nitrophenyl)propanoic acid N[C@H](C(=O)O)[C@@H](C1=C(C=CC=C1)[N+](=O)[O-])O